NC1=NC=NN2C1=C(C=C2C2CCOCC2)C2=CC=C(C=C2)NC(=O)C=2C(N(C=CC2)C2=CC=C(C=C2)F)=O N-{4-[4-amino-7-(tetrahydro-2H-pyran-4-yl)pyrrolo[2,1-f][1,2,4]triazin-5-yl]phenyl}-1-(4-fluorophenyl)-2-oxo-1,2-dihydropyridine-3-carboxamide